NC1=NC(=C(C=C1C=1C=C2CCNC(C2=CC1)=O)C1=CC(=C(C=C1)N1CCOCC1)CN(C)CCOC)F 6-(2-amino-6-fluoro-5-(3-(((2-methoxyethyl)(methyl)amino)methyl)-4-morpholinophenyl)pyridin-3-yl)-3,4-dihydroisoquinolin-1(2H)-one